2-chloro-N-(4,4-difluorocyclohexyl)pyrimidin-4-amine ClC1=NC=CC(=N1)NC1CCC(CC1)(F)F